di(3,4-dimethyl-benzylidene)sorbitol tert-butyl-(2S,3R,6R)-3-(aminomethyl-d2)-2,6-dimethylmorpholine-4-carboxylate C(C)(C)(C)[C@@]1(N(C[C@H](O[C@H]1C)C)C(=O)O)C([2H])([2H])N.CC=1C=C(C=C([C@H]([C@H]([C@@H]([C@H](C(O)=CC2=CC(=C(C=C2)C)C)O)O)O)O)O)C=CC1C